FC(C(=C)C1=CC=C(C(=N1)C1=CC=C(C=C1)F)F)F 6-(3,3-Difluoroprop-1-en-2-yl)-3-Fluoro-2-(4-Fluorophenyl)Pyridine